ClC1=CC=C(C=C1)C1=CC=2C3=C(C=NC2C=C1)N(C(N3C3CC(C3)N3CCN(CC3)C(C)=O)=N)C 1-(4-((1R,3r)-3-(8-(4-chlorophenyl)-2-imino-3-methyl-2,3-dihydro-1H-imidazo[4,5-c]quinolin-1-yl)cyclobutyl)piperazin-1-yl)ethan-1-one